C1(CCCC1)OC1=CC=CC(=N1)C=1C=C2CCC(N(C2=CC1)C)CCC(=O)O 3-[6-(6-cyclopentyloxy-pyridin-2-yl)-1-methyl-1,2,3,4-tetrahydro-quinolin-2-yl]Propionic acid